6-Chloro-3-[(1R)-1-[3,6-dimethyl-4-oxo-2-(2-pyridyl)chromen-8-yl]ethoxy]pyridine-2-sulfonamide ClC1=CC=C(C(=N1)S(=O)(=O)N)O[C@H](C)C=1C=C(C=C2C(C(=C(OC12)C1=NC=CC=C1)C)=O)C